9-(4-chloro-2-fluorophenyl)-2,3-dimethyl-7-(piperazin-1-yl)-4H-pyrazino[1,2-a]pyrimidin-4-one hydrochloride Cl.ClC1=CC(=C(C=C1)C1=NC(=CN2C1=NC(=C(C2=O)C)C)N2CCNCC2)F